(2-methoxymethoxy-5-methyl-phenyl)-1-phenyl-ethene COCOC1=C(C=C(C=C1)C)C(=C)C1=CC=CC=C1